(4-methoxyphenyl)-(4-methoxyanilino)acetic acid methyl ester COC(C(NC1=CC=C(C=C1)OC)C1=CC=C(C=C1)OC)=O